C(#N)/C(=C(/C)\C1=CC2=CC=C(C=C2C=C1)N1CCCCC1)/S(=O)(=O)NCCOCCOCCOC (E)-1-cyano-N-(2-(2-(2-methoxyethoxy)ethoxy)ethyl)-2-(6-(piperidin-1-yl)naphthalen-2-yl)prop-1-ene-1-sulfonamide